FC1=CC(=C(C=C1)C1=NN=CN1)I 3-(4-fluoro-2-iodophenyl)-4H-1,2,4-triazole